2-[6-[3-(Difluoromethyl)-4-fluoro-phenyl]pyrazolo[4,3-b]pyridin-1-yl]-1-(3-methoxypyrrolidin-1-yl)ethanone FC(C=1C=C(C=CC1F)C=1C=C2C(=NC1)C=NN2CC(=O)N2CC(CC2)OC)F